acrylic acid-anilide C(C=C)(=O)NC1=CC=CC=C1